tert-butyl (R)-2-(3'-((3-((3-hydroxypyrrolidin-1-yl)methyl)-1,7-naphthyridin-8-yl)amino)-2,2'-dimethyl-[1,1'-biphenyl]-3-yl)-4,6-dihydro-5H-pyrrolo[3,4-d]thiazole-5-carboxylate O[C@H]1CN(CC1)CC=1C=NC2=C(N=CC=C2C1)NC=1C(=C(C=CC1)C1=C(C(=CC=C1)C=1SC2=C(N1)CN(C2)C(=O)OC(C)(C)C)C)C